COC1=CC=C2C=3C(CCCC3NC2=C1)C(=O)N 7-methoxy-1,2,3,4-tetrahydrocarbazole-4-carboxamide